2-((5-(N,N-dimethylsulfamoyl)-2-formyl-4-methylphenyl)amino)-2-oxoethyl acetate C(C)(=O)OCC(=O)NC1=C(C=C(C(=C1)S(N(C)C)(=O)=O)C)C=O